bromo-2-fluoro-3-(trifluoromethyl)-benzoic acid methyl ester COC(C1=C(C(=C(C=C1)Br)C(F)(F)F)F)=O